3-(3-chloro-4-(2-(2-methylthieno[2,3-d]pyrimidin-4-yl)cyclopropyl)benzamido)-1-formyl-8-azabicyclo[3.2.1]octane-8-carboxylate ClC=1C=C(C(=O)NC2CC3(CCC(C2)N3C(=O)[O-])C=O)C=CC1C1C(C1)C=1C3=C(N=C(N1)C)SC=C3